N-(2,2-dimethoxyethyl)-N-methyl-5-(4,4,5,5-tetramethyl-1,3,2-dioxaborolan-2-yl)pyrimidin-2-amine COC(CN(C1=NC=C(C=N1)B1OC(C(O1)(C)C)(C)C)C)OC